OCCNC1=C(C(OC(=C1)C(=O)NC=1SC(=NN1)N1N=CC=C1C)=O)OC 4-((2-hydroxyethyl)amino)-3-methoxy-N-(5-(5-methyl-1H-pyrazol-1-yl)-1,3,4-thiadiazol-2-yl)-2-oxo-2H-pyran-6-carboxamide